butyl-4-(2-hydroxyethyl)piperazine-1-carboxylate C(CCC)OC(=O)N1CCN(CC1)CCO